N1=CN=C(C2=C1NC=C2)N[C@H]2[C@@H](C[C@H](N(C2)C(C=C)=O)C)F 1-((2r,4r,5r)-5-((7H-pyrrolo[2,3-d]pyrimidin-4-yl)amino)-4-fluoro-2-methylpiperidin-1-yl)prop-2-en-1-one